1-(1-methylpyrrolidin-3-yl)-1H-indol-5-amine CN1CC(CC1)N1C=CC2=CC(=CC=C12)N